BrCCC(C(=O)OCCO)(C)C 2-hydroxyethyl 2-bromoethylisobutyrate